FC1=CC=C(OCCCC(C=C)N)C=C1 (3-(4-fluorophenoxy)propyl)prop-2-en-1-amine